6-((4-methoxyphenyl)sulfonyl)-2-((1-methyl-2-oxo-1,2-dihydropyridin-3-yl)methyl)phthalazin-1(2H)-one COC1=CC=C(C=C1)S(=O)(=O)C=1C=C2C=NN(C(C2=CC1)=O)CC=1C(N(C=CC1)C)=O